1,4-Xylylendiisocyanat C1(=CC=C(C=C1)CN=C=O)CN=C=O